ClC=1C(C(=NN(C1C1=CC=C(C=C1)F)C1=C(C=CC(=C1)OC)Cl)COS(=O)(=O)C)=O 5-chloro-1-(2-chloro-5-methoxyphenyl)-6-(4-fluorophenyl)-3-[[(methylsulfonyl)oxy]methyl]-4(1H)-pyridazinone